[I].C(CCCC)N amylamine iodine